(2-(4'-fluoro-[1,1'-biphenyl]-4-yl)propan-2-yl)-3-(5-methyl-1-azabicyclo[4.2.2]dec-5-yl)urea FC1=CC=C(C=C1)C1=CC=C(C=C1)C(C)(C)NC(=O)NC1(CCCN2CCC1CC2)C